3-(((6-chloro-1-(tetrahydro-2H-pyran-2-yl)-1H-pyrazolo[3,4-d]pyrimidin-4-yl)oxy)methyl)-3-methylazetidine-1-carboxylic acid tert-butyl ester C(C)(C)(C)OC(=O)N1CC(C1)(C)COC1=C2C(=NC(=N1)Cl)N(N=C2)C2OCCCC2